OC1(CN(CC1)C=1C=C(C(=NC1)C(F)(F)F)NC(C1=NC(=CC=C1)C=1C=NN(C1)CC(F)(F)F)=O)C(C)(C)O N-(5-(3-hydroxy-3-(2-hydroxypropan-2-yl)pyrrolidin-1-yl)-2-(trifluoromethyl)pyridin-3-yl)-6-(1-(2,2,2-trifluoroethyl)-1H-pyrazol-4-yl)picolinamide